4-(3-(5-Fluoropyridin-2-yl)-1-(2-methoxyethyl)-1H-pyrazol-4-yl)-6-methyl-1H-pyrazolo[3,4-b]pyridine FC=1C=CC(=NC1)C1=NN(C=C1C1=C2C(=NC(=C1)C)NN=C2)CCOC